C(C=CC)(C(=O)OCC1CO1)(C(=O)[O-])C(=O)[O-] monoglycidyl butenetricarboxylate